(S)-2-(3,4-dichlorophenoxy)-N-(2-hydroxy-4-(methylamino)bicyclo[2.2.2]octan-1-yl)acetamide ClC=1C=C(OCC(=O)NC23[C@H](CC(CC2)(CC3)NC)O)C=CC1Cl